OC1=C(C=C(\C=C/2\C(NC(N(C2=O)C2=CC=C(C=C2)OC)=O)=O)C=C1OC)OC (Z)-5-(4-hydroxy-3,5-dimethoxybenzylidene)-1-(4-methoxyphenyl)pyrimidine-2,4,6(1H,3H,5H)-trione